Cl.FC(C1=C(C=CC(=C1)C(F)(F)F)C(C)N1N=C(C(=C1)N)C)(F)F (1-(2,4-bis(trifluoromethyl)phenyl)ethyl)-3-methyl-1H-pyrazol-4-amine hydrochloride